C[Si](CCCCCC[SiH2]C(NCCC[Si](C)(OC)OC)NCCC[Si](OC)(OC)C)(OC)OC 1-methyldimethoxysilyl-6-bis(methyldimethoxysilylpropylamino)methylsilylhexane